(2-(1-methyl-1H-indazol-3-yl)propan-2-yl)-2-(1-methylpiperidin-2-yl)acetamide CN1N=C(C2=CC=CC=C12)C(C)(C)C(C(=O)N)C1N(CCCC1)C